C(C1=CC=CC=C1)OC1CC2(C1)N(C(N(C2=O)COCC[Si](C)(C)C)=O)CC2CCC(CC2)NC(=O)NCCCC 1-((1S,4s)-4-(((2S,4s)-2-(benzyloxy)-6,8-dioxo-7-((2-(trimethylsilyl)ethoxy)methyl)-5,7-diazaspiro[3.4]octan-5-yl)methyl)cyclohexyl)-3-butylurea